8-chloro-7-fluoro-5-(methylthio)-2,3,11,11a-tetrahydro-1H-10-oxa-3a,4,6,9-tetraazanaphtho[1,8-ef]azulen-1-ol ClC1=C(C=2C3=C(C4CON=C14)C(CCN3N=C(N2)SC)O)F